4-(3-(2,6-bis(methyl-d3)phenoxy)-1-methyl-2-oxo-1,2-dihydropyridin-4-yl)-6-methyl-1,6-dihydro-7H-pyrrolo[2,3-c]pyridin-7-one C(C1=C(OC=2C(N(C=CC2C=2C3=C(C(N(C2)C)=O)NC=C3)C)=O)C(=CC=C1)C([2H])([2H])[2H])([2H])([2H])[2H]